C(C(=C)C)(=O)OCC(N(CC)CC)C methyldiethylaminoethyl methacrylate